C(C)(C)(C)OC(N(C)CC=1C=C(C=C(C1)OC=1C=NC(=CC1)Br)C1=CC(=CC(=C1)Cl)Cl)=O ((5-((6-bromopyridin-3-yl)oxy)-3',5'-dichloro-[1,1'-biphenyl]-3-yl)methyl)(methyl)carbamic acid tert-butyl ester